[Ag+].[Au+3].[C-]#N.[C-]#N.[C-]#N.[C-]#N cyanide gold-silver